FC1=CC(=C(C=C1)C1=CC(=CC=C1)C=1OC2=C(N1)C=C(C=C2C)C(=O)OC)C2=NN=CN2C Methyl 2-(4'-fluoro-2'-(4-methyl-4H-1,2,4-triazol-3-yl)-[1,1'-biphenyl]-3-yl)-7-methylbenzo[d]oxazole-5-carboxylate